C(C)OC(=O)C=1C=NN2C1N=C(C=C2NC)NC2=NC(=CC=C2)OCC 5-[(6-ethoxy-2-pyridyl)amino]-7-(methylamino)pyrazolo[1,5-a]pyrimidine-3-carboxylic acid ethyl ester